1,3-Diaminobenzol NC1=CC(=CC=C1)N